[Cl-].[Cl-].C(C)(C)P(C(C)C)C(C)C.C(C)(C)P(C(C)C)C(C)C.[Pd+2] palladium (II) bis(triisopropylphosphine) dichloride